C(C)(C)NC(=O)N1[C@H]([C@H](CC1)NS(=O)(=O)C)CO[C@@H]1CC[C@@H](CC1)C1=CC=CC=C1 (CIS)-N-isopropyl-3-(methylsulfonamido)-2-((((CIS)-4-phenylcyclohexyl)oxy)methyl)pyrrolidine-1-carboxamide